(2S,4S)-1-(tert-Butoxycarbonyl)-4-hydroxypyrrolidine-2-carboxylic acid C(C)(C)(C)OC(=O)N1[C@@H](C[C@@H](C1)O)C(=O)O